FC(S(=O)(=O)OC1=NC2=CC=CC=C2C=C1)(F)F Quinolin-2-yl trifluoromethanesulfonate